C(C=C)(=O)N1CC2(C1)CN(CC2)C2=NC(=NC(=C2C#N)C2=C1C=NNC1=CC=C2C)C(=O)N2CCOCC2 4-(2-acryloyl-2,6-diazaspiro[3.4]octan-6-yl)-6-(5-methyl-1H-indazol-4-yl)-2-(morpholine-4-carbonyl)pyrimidine-5-carbonitrile